3-methoxy-4-methylbenzyl-boric acid COC=1C=C(COB(O)O)C=CC1C